O=C1NC(CCC1NC1=CC=C(C=C1)N1CCC(CC1)CC1=C2CCN(CC2=CC=C1)C(=O)OC(C)(C)C)=O tert-butyl 5-[[1-[4-[(2,6-dioxo-3-piperidyl)amino]phenyl]-4-piperidyl]methyl]-3,4-dihydro-1H-isoquinoline-2-carboxylate